C(#N)C1=CC=C2C(=N1)N(N=C2C2=NC(=NC=C2C(F)(F)F)N[C@@H]2CN(CCC2)C(=O)OC(C)(C)C)C2OCCCC2 Tert-butyl (3S)-3-[[4-(6-cyano-1-tetrahydropyran-2-yl-pyrazolo[3,4-b]pyridin-3-yl)-5-(trifluoromethyl)pyrimidin-2-yl]amino]piperidine-1-carboxylate